Cl.FC1=C(C(=NN1C)C(F)(F)F)CNC(=N)S [5-fluoro-1-methyl-3-(trifluoromethyl)-1H-pyrazol-4-yl]methylcarbamimidothioate hydrochloride